OC1(C(NC2=CC=C(C=C12)C(=O)N[C@H](C(NC=1SC=C(N1)C1=CC=CC=C1)=O)CCSC)=O)C 3-hydroxy-3-methyl-N-((S)-4-(methylthio)-1-oxo-1-((4-phenylthiazol-2-yl)amino)butan-2-yl)-2-oxoindoline-5-carboxamide